N-(4-(7-amino-3-(3-methylbutan-2-yl)-4-oxo-4,5-dihydro-1H-pyrazolo[3,4-d]pyridazin-1-yl)benzyl)-5-fluoro-2-methoxybenzamide NC1=NNC(C2=C1N(N=C2C(C)C(C)C)C2=CC=C(CNC(C1=C(C=CC(=C1)F)OC)=O)C=C2)=O